di(decyl) monophenyl Phenylphosphite C1(=CC=CC=C1)P(OCCCCCCCCCC)(OCCCCCCCCCC)OC1=CC=CC=C1